BrC1=CC(=C(N)C=C1Cl)F 4-bromo-5-chloro-2-fluoro-aniline